Methyl 3-[(4H,5H,6H,7H,8H,9H-cycloocta[b]thiophen-2-ylcarbonyl) amino]-2,2-dimethylpropionate S1C2=C(C=C1C(=O)NCC(C(=O)OC)(C)C)CCCCCC2